CC(=C)C=C The molecule is a hemiterpene with the formula CH2=C(CH3)CH=CH2; the monomer of natural rubber and a common structure motif to the isoprenoids, a large class of other naturally occurring compounds. It has a role as a plant metabolite. It is an alkadiene, a hemiterpene and a volatile organic compound.